S(C)(=O)(=O)O.S(C)(=O)(=O)O.C1(=CC=CC=C1)S(=O)(=O)N benzenesulfonamide dimesylate